CS(=O)(=O)N1N=CC=C1C 1-(methanesulfonyl)-5-methyl-1H-pyrazole